4-{[(3-(methylamino)piperidin-1-yl)carbonyl]phenyl}-5H-pyrimido[5,4-d][2]benzazepin-2-amine CNC1CN(CCC1)C(=O)C1=C(C=CC=C1)C1=NC(=NC2=C1CN=CC1=C2C=CC=C1)N